CS(=O)(=O)OCC1=C(C=CC=C1F)[C@@H](C)NC(=O)OC(C)(C)C (R)-2-(1-((tert-butoxycarbonyl) amino) ethyl)-6-fluorobenzyl methanesulfonate